C=CC=1C=C(C(=C(C1)P(O)(O)=O)O)P(O)(O)=O methylene(2-hydroxy-5-methyl-3,1-phenylene)bis(phosphonic acid)